2-((4-fluoro-2-methylphenyl)amino)-N-(2-methoxypyrimidin-5-yl)-4-(trifluoromethyl)benzamide FC1=CC(=C(C=C1)NC1=C(C(=O)NC=2C=NC(=NC2)OC)C=CC(=C1)C(F)(F)F)C